C(C1=CC=CC=C1)(=O)OC[C@H]1N(C=C(C1)C)C(=O)OC(C)(C)C tert-Butyl (2S,3S)-2-((benzoyloxy)methyl)-4-methyl-2,3-dihydro-1H-pyrrole-1-carboxylate